(1R)-1-{5-[5-(2,2,2-Trifluoroethoxy)pyridin-3-yl]-1,2,4-oxadiazol-3-yl}-6-azaspiro[2.5]octan-6-sulfonamid FC(COC=1C=C(C=NC1)C1=NC(=NO1)[C@@H]1CC12CCN(CC2)S(=O)(=O)N)(F)F